C(C=C)(=O)N 2-propenamid